BrC1=C(C(=C(C=2NN=NC21)Br)Br)Br 4,5,6,7-Tetrabromobenzotriazole